ClC=1C(=NC(=NC1)NC=1C=C(C=NC1)NC(=O)C1CCN(CC1)C(=O)OC(C)(C)C)C1=CC(=CC=C1)C1CC1 tert-butyl 4-((5-((5-chloro-4-(3-cyclopropylphenyl)pyrimidin-2-yl)amino)pyridin-3-yl)carbamoyl)piperidine-1-carboxylate